C(C1=CC=CC=C1)(=O)N(C1=C2N=CN(C2=NC=N1)[C@H]1[C@H]([C@H](O)[C@H](O1)CO)[Se]COCC1=C(C=CC=C1)[N+](=O)[O-])C(C1=CC=CC=C1)=O N6,N6-dibenzoyl-9-[2-deoxy-2-(2-nitrobenzyloxymethyl)seleno-beta-D-arabinofuranosyl]Adenine